(1R,2S,5S)-3-[(2S)-3,3-dimethyl-2-(oxetan-3-ylamino)butanoyl]-6,6-dimethyl-3-azabicyclo[3.1.0]hexane-2-carboxylic acid CC([C@@H](C(=O)N1[C@@H]([C@H]2C([C@H]2C1)(C)C)C(=O)O)NC1COC1)(C)C